3,5-di(trifluoromethyl)phenyl-piperazine FC(C=1C=C(C=C(C1)C(F)(F)F)N1CCNCC1)(F)F